2-(2-Amino-9-((2R,3S,4S,5R)-4-fluoro-3-hydroxy-5-(hydroxymethyl)tetrahydrofuran-2-yl)-6,8-dioxo-1,6,8,9-tetrahydro-7H-purin-7-yl)-N-(methylsulfonyl)acetamid NC=1NC(C=2N(C(N(C2N1)[C@@H]1O[C@@H]([C@H]([C@H]1O)F)CO)=O)CC(=O)NS(=O)(=O)C)=O